CC=1SC(=CC1)C(C1=CC=CC=C1)S(=O)(=O)C 2-methyl-5-((methylsulfonyl)(phenyl)methyl)thiophene